3-methyl-5-oxo-1-phenyl-N-(3-(pyridin-4-yl)phenyl)-4,5-dihydro-1H-pyrazole-4-carboxamide CC1=NN(C(C1C(=O)NC1=CC(=CC=C1)C1=CC=NC=C1)=O)C1=CC=CC=C1